O=C1NC(CCC1N1C(C2=CC=CC(=C2C1=O)NCCCN(C[C@@H](C)NC(C1=CC=C(C=C1)C1=NOC(=N1)C(F)(F)F)=O)CC)=O)=O N-((2R)-1-((3-((2-(2,6-dioxopiperidin-3-yl)-1,3-dioxoisoindolin-4-yl)amino)propyl)(ethyl)amino)propan-2-yl)-4-(5-(trifluoromethyl)-1,2,4-oxadiazol-3-yl)benzamide